4-phenylpyridin-2-yl 4-methylbenzenesulfonate CC1=CC=C(C=C1)S(=O)(=O)OC1=NC=CC(=C1)C1=CC=CC=C1